pentamethylcyclopentadienyl-2,6-diisopropylphenyl-titanium dichloride [Cl-].[Cl-].CC1=C(C(=C(C1([Ti+2]C1=C(C=CC=C1C(C)C)C(C)C)C)C)C)C